ClC1=NC2=C(N1COCC[Si](C)(C)C)C=C(C=C2)C 2-[(2-chloro-6-methyl-benzimidazol-1-yl)methoxy]ethyl-trimethyl-silane